[C@H]12OC[C@H](N(C1)C(=O)C1=CC=C(C=C1)C1=C(N(C=3N=CN=C(C31)N)C)C3=CC=C(C=C3)NC(C(=C)C)=O)CC2 N-(4-(5-(4-((1R,4R)-2-oxa-5-azabicyclo[2.2.2]octane-5-carbonyl)phenyl)-4-amino-7-methyl-7H-pyrrolo[2,3-d]pyrimidin-6-yl)phenyl)methacrylamide